BrC=1C=C(C(=NC1)OCCCBr)[N+](=O)[O-] 5-bromo-2-(3-bromopropyloxy)-3-nitropyridine